2-((2S,4R)-4-Amino-1-(6-chloroimidazo[1,2-a]pyridin-2-carbonyl)pyrrolidin-2-yl)-N-((5-chloro-1H-indazol-3-yl)methyl)thiazol-4-carboxamid N[C@@H]1C[C@H](N(C1)C(=O)C=1N=C2N(C=C(C=C2)Cl)C1)C=1SC=C(N1)C(=O)NCC1=NNC2=CC=C(C=C12)Cl